bis(2,6-dichlorobenzoyl)-(4-propylphenyl)-phosphine oxide ClC1=C(C(=O)P(C2=CC=C(C=C2)CCC)(C(C2=C(C=CC=C2Cl)Cl)=O)=O)C(=CC=C1)Cl